(2S,5R)-2-(N-butyrylcarbamimidoyl)-7-oxo-1,6-diazabicyclo[3.2.1]octan-6-yl hydrogen sulfate S(=O)(=O)(ON1[C@@H]2CC[C@H](N(C1=O)C2)C(NC(CCC)=O)=N)O